C(C)(C)(C)OC(=O)N1N=C(C(=C1C)C1=CC=C(C=C1)NC([C@H](C(C1CCCCC1)C1CCCCC1)NC(=O)OCC1=CC=CC=C1)=O)C 4-[4-[[(2S)-2-(Benzyloxycarbonylamino)-3,3-dicyclohexyl-propionyl]amino]phenyl]-3,5-dimethyl-pyrazole-1-carboxylic acid tert-butyl ester